CN(C1C[C@@H]2[C@@H](OC(O2)(CCCCCCCC\C=C/C\C=C/CCCCC)CCCCCCCC\C=C/C\C=C/CCCCC)C1)C (3aR,5S,6aS)-N,N-dimethyl-2,2-di((9Z,12Z)-octadec-9,12-dienyl)tetrahydro-3aH-cyclopenta[d][1,3]dioxol-5-amine